C(CC)OC1=NC=CC2=C1C=C(N2)C(=O)OC methyl 4-propoxy-1H-pyrrolo[3,2-c]pyridine-2-carboxylate